ClC1=C(NC=2N=CC(=C(C21)C#N)C2=C(C(=CC=C2C)O)C)C=2C=NC(=NC2)N2C(OCC2)=O (R)-3-chloro-5-(3-hydroxy-2,6-dimethylphenyl)-2-(2-(2-oxooxazolidin-3-yl)pyrimidin-5-yl)-1H-pyrrolo[2,3-b]pyridine-4-carbonitrile